methyl 2-((tert-butoxycarbonyl) amino)-5-methylthiazole-4-carboxylate C(C)(C)(C)OC(=O)NC=1SC(=C(N1)C(=O)OC)C